NCCCNCC=1C=C(C(=O)NC2=CC=C(C=C2)S(=O)(=O)N2CC(N(CC2)C2=NC(=CC(=C2)C(F)(F)F)Cl)C)C=CC1 3-[(3-aminopropylamino)methyl]-N-[4-[4-[6-chloro-4-(trifluoromethyl)-2-pyridinyl]-3-methyl-piperazin-1-yl]sulfonylphenyl]benzamide